2-bromo-6-(trifluoromethoxy)benzaldehyde BrC1=C(C=O)C(=CC=C1)OC(F)(F)F